ClC1=C(C=CC=C1)CC(=O)NC1=CC(=C(C=C1)N1N=CC(=C1)NC([C@H](C(F)(F)F)C)=O)S(NCC1=C(C=C(C=C1)OC)OC)(=O)=O |r| (±)-N-[1-(4-{[(2-chlorophenyl)acetyl]amino}-2-[(2,4-dimethoxybenzyl)sulfamoyl]phenyl)-1H-pyrazol-4-yl]-3,3,3-trifluoro-2-methylpropanamide